C1(CCCCC1)CCCCOC=1C=C2C(N(C(C2=CC1NC(C)=O)=O)CCC(=O)O)=O 5-(4-cyclohexylbutoxy)-6-acetamido-N-carboxyethyl-isoindoline-1,3-dione